silylidenebis(cyclopentadienyl)zirconium [SiH2]=[Zr](C1C=CC=C1)C1C=CC=C1